N-(2-((3S,4R)-3-fluoro-4-Methoxypiperidin-1-yl)pyrimidin-4-yl)-5-isopropylisoquinolin-3-amine F[C@H]1CN(CC[C@H]1OC)C1=NC=CC(=N1)NC=1N=CC2=CC=CC(=C2C1)C(C)C